(Z)-ethyl 2-fluoro-3-(2-(2-phenoxybenzamido)phenyl)acrylate F\C(\C(=O)OCC)=C/C1=C(C=CC=C1)NC(C1=C(C=CC=C1)OC1=CC=CC=C1)=O